2-bromo-1-(1,3-thiazol-2-yl)ethanone BrCC(=O)C=1SC=CN1